F[C@H]1CNCC[C@@H]1N1N=CC(=C1)C1=NC2=C(C(=CC=C2N=C1)OC=1C=CC2=C(N(C(=N2)C)COCC[Si](C)(C)C)C1)C 2-(1-((3S,4S)-3-Fluoropiperidin-4-yl)-1H-pyrazol-4-yl)-8-methyl-7-((2-methyl-1-((2-(trimethylsilyl)ethoxy)methyl)-1H-benzo[d]imidazol-6-yl)oxy)quinoxaline